C(C)(=O)N1CCC(CC1)NCC=1C=CC(=NC1OC)C=1C=NC=C(C1Cl)C=1C(=C(C=CC1)NC(=O)C=1C(N(C(N(C1)C)=O)C)=O)Cl N-(3-(5-(((1-acetylpiperidin-4-yl)amino)methyl)-4'-chloro-6-methoxy-[2,3'-bipyridin]-5'-yl)-2-chlorophenyl)-1,3-dimethyl-2,4-dioxo-1,2,3,4-tetrahydropyrimidine-5-carboxamide